C=C1C2(C3CCCN3C1)CC2 methylenehexahydrospiro[cyclopropane-1,1'-pyrrolizine]